N-[2-cyano-3-[[4-oxo-3-(3-phenylpropyl)quinazolin-6-yl]amino]phenyl]-3-fluoro-pyrrolidine-1-sulfonamide C(#N)C1=C(C=CC=C1NC=1C=C2C(N(C=NC2=CC1)CCCC1=CC=CC=C1)=O)NS(=O)(=O)N1CC(CC1)F